C(#N)C=1C(=CC2=CN(N=C2C1)C1CCC(CC1)C=O)NC(=O)C1=NC(=CC=C1)C(F)(F)F N-[6-cyano-2-(4-formylcyclohexyl)indazol-5-yl]-6-(trifluoromethyl)pyridine-2-carboxamide